O=C1NC(CCC1NC1=CC=C(C=C1)N1CCC(CC1)C(=O)O)=O [4-[(2,6-dioxo-3-piperidyl)amino]phenyl]piperidine-4-carboxylic acid